ClC=1C(=C(C=C(C1)C(C)C)[C@H](C(=O)O)N1C[C@@H](CC1)N(CCCCCC1=NC=2NCCCC2C=C1)C)OC (R)-2-(3-chloro-5-isopropyl-2-methoxyphenyl)-2-((R)-3-(methyl(5-(5,6,7,8-tetrahydro-1,8-naphthyridin-2-yl)pentyl)amino)pyrrolidin-1-yl)acetic acid